N-((1R,5S,8s)-3-(5-(6-(3-cyanopyrrolo[1,2-b]pyridazin-7-yl)-4-(isopropylamino)pyridin-3-yl)-1,3,4-thiadiazol-2-yl)-3-azabicyclo[3.2.1]oct-8-yl)-N-methylacetamide C(#N)C1=CC=2N(N=C1)C(=CC2)C2=CC(=C(C=N2)C2=NN=C(S2)N2C[C@H]1CC[C@@H](C2)C1N(C(C)=O)C)NC(C)C